tert-butyl N-[3-cyclopropyl-5-[(2-fluoro-2-methyl-propyl)sulfamoyl]-8,9-dihydro-7H-cyclopenta[h]isoquinolin-9-yl]carbamate C1(CC1)C=1N=CC2=C3C(=CC(=C2C1)S(NCC(C)(C)F)(=O)=O)CCC3NC(OC(C)(C)C)=O